4-[2-[4-[4-[(2,6-dioxo-3-piperidyl)amino]phenyl]-1-piperidyl]acetyl]piperazin O=C1NC(CCC1NC1=CC=C(C=C1)C1CCN(CC1)CC(=O)N1CCNCC1)=O